N-methylphenylalanyl-amide CN[C@@H](CC1=CC=CC=C1)C(=O)[NH-]